Di(heptadecan-9-yl)15,18-dimethyl-9,24-bis(8-(nonyloxy)-8-oxooctyl)-14,19-dioxo-9,15,18,24-tetraazadotriacontanedioate CCCCCCCCC(CCCCCCCC)OC(CCCCCCCN(CCCCC(N(CCN(C(CCCCN(CCCCCCCC(=O)OC(CCCCCCCC)CCCCCCCC)CCCCCCCC(OCCCCCCCCC)=O)=O)C)C)=O)CCCCCCCC(=O)OCCCCCCCCC)=O